7-((5-(4-amino-5-cyclopentyl-7H-pyrrolo[2,3-d]pyrimidin-7-yl)pyridin-3-yl)methoxy)-N-methylquinolin-2-amine NC=1C2=C(N=CN1)N(C=C2C2CCCC2)C=2C=C(C=NC2)COC2=CC=C1C=CC(=NC1=C2)NC